S1N=CC=C1N(C(OC(C)(C)C)=O)S(=O)(=O)C1=C(C(=C(C=C1)F)F)F tert-butyl isothiazol-5-yl((2,3,4-trifluorophenyl)sulfonyl)carbamate